trans-N-((4-(5-(4-chlorophenyl)-1,3,4-oxadiazol-2-yl)cyclohexyl)methyl)-5-(trifluoromethyl)picolinamide ClC1=CC=C(C=C1)C1=NN=C(O1)[C@@H]1CC[C@H](CC1)CNC(C1=NC=C(C=C1)C(F)(F)F)=O